CN1C(C=NC2=CC=CC=C12)=O 4-methyl-3-oxo-3,4-dihydroquinoxaline